FC1=C(C(=NC(=N1)C=1N=NC(=CC1)Cl)OC)C(F)(F)F 6-fluoro-4-methoxy-2-(6-chloro-3-pyridazinyl)-5-trifluoromethylpyrimidine